FC1=CC=C(C=C1)S(=O)(=O)N1CCCC2=CC=C(C=C12)[N+](=O)[O-] 1-((4-fluorophenyl)sulfonyl)-7-nitro-1,2,3,4-tetrahydroquinoline